[N+](=O)([O-])C1=CC=C(C=N1)N1CCC(CC1)CCCO 3-[1-(6-nitro-3-pyridinyl)-4-piperidinyl]propan-1-ol